ClC=1C=C(C=CC1Cl)NC(=O)N[C@](C)(CC)C(=O)O N-[(3,4-dichlorophenyl)carbamoyl]-D-isovaline